4-oxo-1-[4-(trifluoromethoxy)phenyl]-5-vinyl-cinnoline-3-carboxylic acid O=C1C(=NN(C2=CC=CC(=C12)C=C)C1=CC=C(C=C1)OC(F)(F)F)C(=O)O